heptoxypropanol (E)-dec-5-en-1-yl-acetate C(CCC\C=C\CCCC)CC(=O)OC(CC)OCCCCCCC